4-(4-(benzo[d]thiazol-2-ylcarbamoyl)benzyl)-N-(4-ethylphenyl)piperazine-1-carboxamide S1C(=NC2=C1C=CC=C2)NC(=O)C2=CC=C(CN1CCN(CC1)C(=O)NC1=CC=C(C=C1)CC)C=C2